N-[4-chloro-5-cyclopropyl-6-(2-methylphenoxy)pyrimidin-2-yl]-1-methyl-pyrazole-4-sulfonamide ClC1=NC(=NC(=C1C1CC1)OC1=C(C=CC=C1)C)NS(=O)(=O)C=1C=NN(C1)C